(11-((2-(sec-butyl)-1,3-dioxoisoindolin-4-yl)amino)-11-oxoundecyl)triphenylphosphonium bromide [Br-].C(C)(CC)N1C(C2=CC=CC(=C2C1=O)NC(CCCCCCCCCC[P+](C1=CC=CC=C1)(C1=CC=CC=C1)C1=CC=CC=C1)=O)=O